N=1C=NN2C1C=CC(=C2)C2=CC(=NN2C2=NC(=CC=C2)C)CC(=O)NC2=CC=C(C=C2)N2CCN(CC2)C 5-([1,2,4]triazolo[1,5-a]pyridin-6-yl)-N-(4-(4-methylpiperazin-1-yl)phenyl)-1-(6-methylpyridin-2-yl)-1H-pyrazole-3-carboxyamide